(8S,9S,10R,13S,14S,17R)-10,13-dimethyl-17-((S)-1-(pyridin-4-yloxy)propan-2-yl)-2,3,4,7,8,9,10,11,12,13,14,15,16,17-tetradecahydro-1H-cyclopenta[a]phenanthren-3-ol C[C@]12[C@H]3CC[C@@]4([C@H](CC[C@H]4[C@@H]3CC=C2CC(CC1)O)[C@@H](COC1=CC=NC=C1)C)C